CC(CC1=C(C=CC=C1O)O)C 2-(2-Methylpropyl)benzene-1,3-diol